C(C1=CC=CC=C1)N1CCC(CC1)(F)CN(C(C(F)(F)F)=O)C1C(C1)C1=CC=CC=C1 N-((1-benzyl-4-fluoropiperidin-4-yl)methyl)-2,2,2-trifluoro-N-(2-phenylcyclopropyl)acetamide